BrC1=CC=C(C=C1)[C@]12[C@](C3=NC=C(C=C3O1)Cl)([C@@H]([C@@H]([C@H]2C2=CC=CC=C2)C(=O)OC)O)F |r| Rac-methyl (5aR,6S,7R,8R,8aS)-5a-(4-bromophenyl)-3-chloro-8a-fluoro-8-hydroxy-6-phenyl-5a,7,8,8a-tetrahydro-6H-cyclopenta[4,5]furo[3,2-b]pyridine-7-carboxylate